(2-(2-cyano-4,4-difluoropyrrolidin-1-yl)-2-oxoethyl)-6-(2-(6-methylpyridin-3-yl)vinyl)quinoline-4-carboxamide tert-butyl-(tert-butoxycarbonyl)(2-oxo-1,2-dihydropyrimidin-4-yl)carbamate C(C)(C)(C)N1C(N=C(C=C1)N(C(O)=O)C(=O)OC(C)(C)C)=O.C(#N)C1N(CC(C1)(F)F)C(CC1=NC2=CC=C(C=C2C(=C1)C(=O)N)C=CC=1C=NC(=CC1)C)=O